isopropyl-distearoyl-aluminum C(C)(C)[Al](C(CCCCCCCCCCCCCCCCC)=O)C(CCCCCCCCCCCCCCCCC)=O